C(C)N1C(C=C(C2=CC=C(C=C12)OC)C)(C)C 1-Ethyl-7-methoxy-2,2,4-trimethyl-1,2-dihydroquinoline